ONC(=O)C=1C=2CN(C(C2C=CC1)(C)C)C=1OC2=C(N1)C=C(C=C2)C(F)(F)F N-hydroxy-1,1-dimethyl-2-(5-(trifluoromethyl)benzo[d]oxazol-2-yl)isoindoline-4-carboxamide